thiophenol compound with sulfur monochloride [S]Cl.C1(=CC=CC=C1)S